2-(3,5-dichloro-4-((3-isopropyl-1H-pyrazolo[3,4-c]pyridazin-5-yl)oxy)phenyl)-3,5-dioxo-2,3,4,5-tetrahydro-1,2,4-triazine-6-carboxylic acid ClC=1C=C(C=C(C1OC=1C=C2C(=NN1)NN=C2C(C)C)Cl)N2N=C(C(NC2=O)=O)C(=O)O